[B-](F)(F)(F)F.C[N+](C)(C)CN1C2=CC=CC=C2N=N1 2-(1H-Benzotriazole-1-yl)-1,1,3,3-tetramethylammonium tetrafluoroborate